N-(2-cyanoacetyl)carbamate C(#N)CC(=O)NC([O-])=O